FC(OC1=CC=C(C=C1)C1=CN=C2N1C=CN=C2NC2=CC(=C(C(=O)NCC(=O)N1CCOCC1)C=C2)C)F 4-[[3-[4-(difluoromethoxy)phenyl]imidazo[1,2-a]pyrazin-8-yl]amino]-2-methyl-N-(2-morpholin-4-yl-2-oxoethyl)benzamide